C1(=CC=CC=C1)S(=O)(=O)CCC(=O)O 3-(benzenesulfonyl)propionic acid